O.C(C)(=O)[O-].[Cu+2].C(C)(=O)[O-] copper acetate monohydrate